5-(2-ethoxy-3-pyridinyl)-1-isopropyl-N-[(4-methoxy-3-pyridinyl)methyl]-3-methyl-pyrazolo[4,3-b]pyridin-7-amine C(C)OC1=NC=CC=C1C1=CC(=C2C(=N1)C(=NN2C(C)C)C)NCC=2C=NC=CC2OC